11-(methacryloyloxy)-3-sulfopropyl-undecyldimethylammonium C(C(=C)C)(=O)OCCCCCCCCCCC[N+](C)(C)CCCS(=O)(=O)O